O[C@@H]1CN(C[C@@H]1C)C1=CC=CC(=N1)C1=NC2=CC(=NC=C2C=C1)CNC(C1=CN=CC(=C1)S(=O)(=O)C)=O N-((2-(6-((cis)-3-hydroxy-4-methylpyrrolidin-1-yl)pyridin-2-yl)-1,6-naphthyridin-7-yl)methyl)-5-(methylsulfonyl)nicotinamide